1-[3-fluoro-5-(2-hydroxyethylamino)phenyl]-3-(5-fluoro-2-hydroxymethylphenyl)urea FC=1C=C(C=C(C1)NCCO)NC(=O)NC1=C(C=CC(=C1)F)CO